3-chloro-N-(1-methyl-3-(trifluoromethyl)-1H-pyrazol-5-yl)benzamide chromium(II) oxalate C(C(=O)[O-])(=O)[O-].[Cr+2].ClC=1C=C(C(=O)NC2=CC(=NN2C)C(F)(F)F)C=CC1